C(C)C(C(C(C(=O)[O-])(CC)CC)(O)C(=O)[O-])C(=O)[O-] Triethylcitrate